CN(C1=CC=C(C=C1)C(C1=CC=C(C=C1)N(C)C)C1=CC=C(C=C1)C)C (4-{[4-(Dimethylamino)phenyl](4-methylphenyl)methyl}phenyl)dimethylamine